C(=O)(O)OC(=O)O.CC(C)(CCC(C)(OOC(C1=CC=CC=C1)=O)C)OOC(C1=CC=CC=C1)=O dl-2,5-dimethyl-2,5-bis(benzoylperoxy)hexane dicarbonate